4-[3-[2,6-Dichloro-4-(6,6-difluoro-4-methyl-1,4-diazepan-1-yl)benzoyl]-2,4-dihydro-1,3-benzoxazin-8-yl]-5-fluoro-2-(3-oxa-8-azabicyclo[3.2.1]octan-8-yl)benzoic acid ClC1=C(C(=O)N2COC3=C(C2)C=CC=C3C3=CC(=C(C(=O)O)C=C3F)N3C2COCC3CC2)C(=CC(=C1)N1CCN(CC(C1)(F)F)C)Cl